tert-butyl 8-(4-chlorophenyl)-1,3,4,5-tetrahydro-2H-pyrido[4,3-b]indole-2-carboxylate ClC1=CC=C(C=C1)C1=CC=2C3=C(NC2C=C1)CCN(C3)C(=O)OC(C)(C)C